2-methoxy-N-(4-methoxy-6-((5-propioloyl-5,6-dihydropyrrolo[3,4-c]pyrazol-2(4H)-yl)methyl)benzo[d]isoxazol-3-yl)benzenesulfonamide COC1=C(C=CC=C1)S(=O)(=O)NC1=NOC2=C1C(=CC(=C2)CN2N=C1C(=C2)CN(C1)C(C#C)=O)OC